FC=1C=C(CC2=C(C=3CNC(CC3S2)(C)C)C#N)C=CC1 3-fluorobenzyl-6,6-dimethyl-4,5,6,7-tetrahydrothieno[3,2-c]pyridine-3-carbonitrile